2-((4-chloro-5-fluoro-2-(2-methoxy-7-methylquinoxalin-5-yl)benzo[d]thiazol-6-yl)oxy)ethyl (1,2-dimethyl-1H-pyrrolo[2,3-b]pyridin-5-yl)carbamate CN1C(=CC=2C1=NC=C(C2)NC(OCCOC2=CC1=C(N=C(S1)C1=C3N=CC(=NC3=CC(=C1)C)OC)C(=C2F)Cl)=O)C